(S)-2,5-diamino-N-((S)-1-(4-methoxyphenyl)-4-(naphthalen-2-ylamino)-4-oxobutan-2-yl)pentanamide N[C@H](C(=O)N[C@@H](CC1=CC=C(C=C1)OC)CC(=O)NC1=CC2=CC=CC=C2C=C1)CCCN